ClC1=C(C=C2N=CC=NC2=C1)CNC=1C=NC=CC1N1CCN(CC1)C(=O)OC(C)(C)C tert-butyl 4-(3-(((7-chloroquinoxalin-6-yl)methyl)amino)pyridin-4-yl)piperazine-1-carboxylate